5-(4-amino-2-{4-[(2-fluoroacrylamino)]-2-methylphenyl}-7-(3-methoxyprop-1-ynyl)-1-methylpyrrolo[3,2-c]pyridin-3-yl)-3-chloro-N-[(fluorocyclopropyl)methyl]pyridine-2-carboxamide NC1=NC=C(C2=C1C(=C(N2C)C2=C(C=C(C=C2)NC(=O)C(=C)F)C)C=2C=C(C(=NC2)C(=O)NCC2(CC2)F)Cl)C#CCOC